[Cl-].C(CCCCCCCCCCCCC)C(C1=CC=CC=C1)[N+](CC)(C)C n-tetradecyl-dimethyl-ethylbenzyl-ammonium chloride